(4-(methacryloyloxymethyl)cyclohexyl)methyl 3-oxobutanoate O=C(CC(=O)OCC1CCC(CC1)COC(C(=C)C)=O)C